cis-styrene C=CC1=CC=CC=C1